N,N-dimethyl-6-(1-trityl-1H-imidazol-4-yl)pyrazin-2-amine CN(C1=NC(=CN=C1)C=1N=CN(C1)C(C1=CC=CC=C1)(C1=CC=CC=C1)C1=CC=CC=C1)C